1-amino-6,7-dihydro-5H-cyclopenta[c]pyridine-6-carboxylic acid hydrochloride Cl.NC1=NC=CC2=C1CC(C2)C(=O)O